[2-(4-(bis(4-methoxyphenyl)amino)phenyl)-1-cyanovinyl]phosphonic acid COC1=CC=C(C=C1)N(C1=CC=C(C=C1)C=C(C#N)P(O)(O)=O)C1=CC=C(C=C1)OC